Tert-butyl 3-((5-cyclopropyl-3-(2,6-dichlorophenyl)isoxazol-4-yl)methoxy)azetidine-1-carboxylate C1(CC1)C1=C(C(=NO1)C1=C(C=CC=C1Cl)Cl)COC1CN(C1)C(=O)OC(C)(C)C